N1=C(N=C(C2=C1SC=C2)N)N thieno[2,3-d]pyrimidine-2,4-diamine